γ-glycidoxypropyl-trimethoxyethoxysilane C(C1CO1)OCCC[SiH2]OCC(OC)(OC)OC